[(tert-butoxy)carbonyl]-3-azabicyclo[3.1.0]hexane-6-carboxylic acid C(C)(C)(C)OC(=O)C12CNCC2C1C(=O)O